N-[2-(4-chlorophenyl)-2-oxoethyl]-4-methoxybenzamide ClC1=CC=C(C=C1)C(CNC(C1=CC=C(C=C1)OC)=O)=O